methyl (Z)-N-((Z)-(3-(4-chlorophenyl)-4-phenyl-5,6-dihydropyridazin-1(4H)-yl)(((3-(trifluoromethyl)phenyl)sulfonyl)imino)methyl)carbamimidoselenoate ClC1=CC=C(C=C1)C1=NN(CCC1C1=CC=CC=C1)\C(\N/C(=N/[H])/[Se]C)=N/S(=O)(=O)C1=CC(=CC=C1)C(F)(F)F